N-cyclopentyl-2-(4,5-diphenyloxazol-2-yl)sulfanylacetamide C1(CCCC1)NC(CSC=1OC(=C(N1)C1=CC=CC=C1)C1=CC=CC=C1)=O